N-(4-(N-(3-chlorobenzyl)sulfamoyl)phenyl)-2-(pyridin-4-yl)cyclopropane-1-carboxamide ClC=1C=C(CNS(=O)(=O)C2=CC=C(C=C2)NC(=O)C2C(C2)C2=CC=NC=C2)C=CC1